C(C=C)(=O)C=1OCCN1 acryloyl-oxazoline